S(C#N)\C(=C(/C)\N)\C#N (E)-1-thiocyano-1-cyano-2-aminopropylene